C1(C(CCCC1)C(=O)OCC1CO1)C(=O)OCC1CO1 cyclohexane-1,2-dicarboxylic acid, diglycidyl ester